C(#N)C1=CC(=NC=C1)N1C=C(C2=C1N=CN=C2N2C[C@H](N(CC2)C(=O)OC(C)(C)C)C)C2=NC=CC=C2 tert-Butyl (R)-4-(7-(4-cyanopyridin-2-yl)-5-(pyridin-2-yl)-7H-pyrrolo[2,3-d]pyrimidin-4-yl)-2-methylpiperazine-1-carboxylate